CC(C)C 2-methylpropan